N1C=C(C2=CC=CC=C12)CCC1N(CCC2=CC(=C(C=C12)OC)OC)CC1C[C@H]2CC[C@@H](C1)O2 1-(2-(1H-indol-3-yl)ethyl)-2-(((1R,5S)-8-oxabicyclo[3.2.1]octan-3-yl)methyl)-6,7-dimethoxy-1,2,3,4-tetrahydroisoquinoline